FC1(CNCCC1C1=CC2=C(N(C(N2C)=O)C2CNCCC2)C=C1F)F 3-[5-(3,3-difluoro-4-piperidyl)-6-fluoro-3-methyl-2-oxo-benzimidazol-1-yl]-piperidine